difluoromethylfluoropropyl ether FC(F)C(CCOCCC(C(F)F)F)F